C(C(C)C)C1=CC=C(C=C1)CC(C=O)C 3-(4-isobutylphenyl)-2-methylpropionaldehyde